O=C1N(CCC(N1)=O)C1=NN(C2=CC(=C(C=C12)F)C1CCC(CC1)N1CCN(CC1)C(=O)OC(C)(C)C)C tert-butyl 4-(4-(3-(2,4-dioxotetrahydropyrimidin-1(2H)-yl)-5-fluoro-1-methyl-1H-indazol-6-yl)cyclohexyl)piperazine-1-carboxylate